(1,1,2,2,3,3,4,4,5,5,6-undecafluorocyclohexyl)phenyl telluride FC1(C(C(C(C(C1(F)[Te]C1=CC=CC=C1)(F)F)(F)F)(F)F)(F)F)F